glyceryl monohydroxystearate OC(C(=O)OCC(O)CO)CCCCCCCCCCCCCCCC